ClC=1C=C(C=CC1)C(CO)(C)NC1=NC2=C(N1)C=CC=C2CNC(=O)N2CCC2 N-((2-((2-(3-chlorophenyl)-1-hydroxyprop-2-yl)amino)-1H-benzo[d]imidazol-4-yl)methyl)azetidine-1-carboxamide